FC1=C(C=C(C=C1)F)C1=CC=C(N=N1)NCC1=CSC=2CN(CCC21)CC2CCOCC2 6-(2,5-difluorophenyl)-N-((6-((tetrahydro-2H-pyran-4-yl)methyl)-4,5,6,7-tetrahydrothieno[2,3-c]pyridin-3-yl)methyl)pyridazin-3-amine